ClC=1C=C(C#N)C=C(C1)C(C)(C)C1=CC=C(C=C1)OCC1=NC(=NC=C1)N1CCC(CC1)C1CCN(CC1)CC1CCNCC1 3-chloro-5-(2-(4-((2-(1'-(piperidin-4-ylmethyl)-[4,4'-bipiperidin]-1-yl)pyrimidin-4-yl)methoxy)phenyl)propan-2-yl)benzonitrile